ClC=1C=C2C=C(NC2=CC1OCC=1C=NC(=CC1)F)CNC(=O)C1(CC1)C N-((5-chloro-6-((6-fluoropyridin-3-yl)methoxy)-1H-indol-2-yl)methyl)-1-methylcyclopropane-1-carboxamide